N-[1-(4-fluorophenyl)-2-methylpropyl]-4-oxo-1,2,3-benzotriazine-3(4H)-acetamide FC1=CC=C(C=C1)C(C(C)C)NC(CN1N=NC2=C(C1=O)C=CC=C2)=O